3-chloro-4-(3-((dimethylamino)methyl)-4-methoxypyrrolidin-1-yl)-2,6-difluoro-N-(6-fluoropyridin-2-yl)benzenesulfonamide ClC=1C(=C(C(=CC1N1CC(C(C1)OC)CN(C)C)F)S(=O)(=O)NC1=NC(=CC=C1)F)F